2-(3-methyl-1,4-diazepan-1-yl)-N-(4-(pyridin-4-yl)phenyl)pyrimidin-4-amine CC1CN(CCCN1)C1=NC=CC(=N1)NC1=CC=C(C=C1)C1=CC=NC=C1